3-(3-Propoxyphenyl)-5-methyl-pyrazol-4-ol C(CC)OC=1C=C(C=CC1)C1=NNC(=C1O)C